2-bromo-5,6,7,8-tetrahydro-4H-thieno[2,3-c]azepine BrC1=CC2=C(CNCCC2)S1